p-fluorophenyl-tri(dimethylsiloxy)silane FC1=CC=C(C=C1)[Si](O[SiH](C)C)(O[SiH](C)C)O[SiH](C)C